S1C(=NC2=C1CCC2)C(=O)NN 5,6-dihydro-4H-cyclopenta[d]thiazole-2-carbohydrazide